C(#C)C=1C(=CC=C2C=C(C=C(C12)C1=C(C=C2C(=NC(=NC2=C1F)OCC12CCCN2CCC1)N1C[C@@H](NCC1)CC#N)F)O)F 2-((2S)-4-(7-(8-ethynyl-7-fluoro-3-hydroxynaphthalen-1-yl)-6,8-difluoro-2-((tetrahydro-1H-pyrrolizine-7a(5H)-yl)methoxy)quinazolin-4-yl)piperazin-2-yl)acetonitrile